2,6-dichloro-4-(1,1-difluoroethyl)pyridine ClC1=NC(=CC(=C1)C(C)(F)F)Cl